N[C@H](C(=O)NC)CSC(C1=CC=CC=C1)(C1=CC=CC=C1)C1=CC=CC=C1 (R)-2-amino-N-methyl-3-(tritylsulfanyl)propionamide